CONC(=O)C=1C(=CC=CC1)C1=CC=CC=C1 N-methoxy-1,1'-biphenyl-2-amide